3-[4-[tert-butoxycarbonyl(methyl)amino]-1-piperidyl]-2-(methylamino)benzoic acid C(C)(C)(C)OC(=O)N(C1CCN(CC1)C=1C(=C(C(=O)O)C=CC1)NC)C